((tert-butoxycarbonyl)amino)-3-(4-(1-ethyl-3-(3-hydroxy-2,2-dimethylpropyl)-2-(2-((S)-1-methoxyethyl)-5-(4-methylpiperazin-1-yl)pyridin-3-yl)-1H-indol-5-yl)thiazol-2-yl)propanoic acid C(C)(C)(C)OC(=O)NC(C(=O)O)CC=1SC=C(N1)C=1C=C2C(=C(N(C2=CC1)CC)C=1C(=NC=C(C1)N1CCN(CC1)C)[C@H](C)OC)CC(CO)(C)C